C1(=CC=CC=C1)C1=C(C2=C(OC3=C2C=CC=C3)C=C1)C1=NN=NC(=C1C1=C(C(=CC=3C2=CC=CC=C2CC13)C)C)C1=CC=CC=C1 phenyl-[phenyl(dimethylfluorenyl)triazinyl]dibenzofuran